(S)-6-(4-(4-((2-(2,6-dioxopiperidin-3-yl)-1,3-dioxoisoindolin-4-ylamino)methyl)-3-fluorobenzyl)piperazin-1-yl)nicotinamide O=C1NC(CC[C@@H]1N1C(C2=CC=CC(=C2C1=O)NCC1=C(C=C(CN2CCN(CC2)C2=NC=C(C(=O)N)C=C2)C=C1)F)=O)=O